C(#N)CN1C=C(C=C1)C(=O)OC(C)(C)C tert-butyl 1-(cyanomethyl)-1H-pyrrole-3-carboxylate